antimony-silver ditelluride [Te-2].[Te-2].[Ag+].[Sb+3]